4-((2-ethyl-5-methyl-4,5-dihydro-2H-[1,2,3]triazolo[4,5-c][1,7]naphthyridin-6-yl)amino)-N-(methyl-d3)pyridazine-3-carboxamide C(C)N1N=C2C(CN(C=3C(=NC=CC23)NC2=C(N=NC=C2)C(=O)NC([2H])([2H])[2H])C)=N1